(2R)-2-(6-{5-chloro-2-[(2-ethyl-2H-1,2,3-triazol-4-yl)amino]pyrimidin-4-yl}-1-oxo-2,3-dihydro-1H-isoindol-2-yl)-N-[(1S)-2-hydroxy-1-(3-methylphenyl)ethyl]propionamide ClC=1C(=NC(=NC1)NC1=NN(N=C1)CC)C1=CC=C2CN(C(C2=C1)=O)[C@@H](C(=O)N[C@H](CO)C1=CC(=CC=C1)C)C